FC(OC1=C(C=C(C=C1)SC)C1=NN(C=C1NC(=O)C=1C=NN2C1N=CC=C2)CC(=O)N2CCC(CC2)NCC(C)(F)F)F N-[3-[2-(difluoromethoxy)-5-methylsulfanyl-phenyl]-1-[2-[4-(2,2-difluoropropylamino)-1-piperidyl]-2-oxo-ethyl]pyrazol-4-yl]pyrazolo[1,5-a]pyrimidine-3-carboxamide